Cl.C(C)OC=1C=2N(C=C(N1)N)N=C(N2)C 8-ethoxy-2-methyl-[1,2,4]triazolo[1,5-a]pyrazin-6-amine HCl salt